[Si](C1=CC=CC=C1)(C1=CC=CC=C1)(C(C)(C)C)OCC1=NN(C(N1CC)=O)C1=CC(=C2C(NC=NC2=C1)=O)O[C@H](C(F)(F)F)C (S)-7-(3-(((tert-butyldiphenylsilyl)oxy)methyl)-4-ethyl-5-oxo-4,5-dihydro-1H-1,2,4-triazol-1-yl)-5-((1,1,1-trifluoropropan-2-yl)oxy)quinazolin-4(3H)-one